C=1N=CN2C1C1=CC=CC=C1[C@@H]2[C@H]2[C@H](C=1C=CC=NC1CC2)O (5R,6S)-6-((S)-5H-imidazo[5,1-a]isoindol-5-yl)-5,6,7,8-tetrahydroquinolin-5-ol